BrC=1C=CC(=C(OCCN2CC[C@@H](C2)C)C1)C=1OC2=C(C=CC=C2C(C1)=O)Cl (3S,4S)-1-[2-[5-Bromo-2-(8-chloro-4-oxochromen-2-yl)phenoxy]ethyl]-4-methylpyrrolidin